5-chloro-4-(trifluoromethyl)picolinic acid ClC=1C(=CC(=NC1)C(=O)O)C(F)(F)F